ClC1=C(C(=CC=C1)Cl)S(=O)(=O)N1CCN(CC1)C=1SC=C(N1)C(=O)O 2-[4-(2,6-Dichlorobenzenesulfonyl)-1-piperazinyl]thiazole-4-carboxylic acid